4-[5-(2-aminoethyl)pyridin-2-yl]-3-(2-methylpyrazol-3-yl)oxybenzonitrile NCCC=1C=CC(=NC1)C1=C(C=C(C#N)C=C1)OC=1N(N=CC1)C